FC=1C(=C2C(=C(NC2=C(C1)C(=O)N)C(F)(F)F)C)CC=1C=NC(=CC1)C=C 5-fluoro-3-methyl-2-(trifluoromethyl)-4-((6-vinylpyridin-3-yl)methyl)-1H-indole-7-carboxamide